ethyl 2-(isobutyl (methoxycarbonyl) amino)-3-methylpentanoate C(C(C)C)N(C(C(=O)OCC)C(CC)C)C(=O)OC